COC(CC(C(=O)C1=C(C(=C(C(=C1)F)OC)Cl)F)C)=O 4-(3-chloro-2,5-difluoro-4-methoxyphenyl)-3-methyl-4-oxobutanoic acid methyl ester